monomethyl chlorophosphate P(=O)(OC)([O-])Cl